tert-butyl (2R,5S)-4-(3-amino-6-ethyl-2-imino-4-oxo-1,2,3,4-tetrahydropyrimidin-5-yl)-2,5-dimethylpiperazine-1-carboxylate NN1C(NC(=C(C1=O)N1C[C@H](N(C[C@@H]1C)C(=O)OC(C)(C)C)C)CC)=N